hexamethyl(disilathiane) C[Si](S[Si](C)(C)C)(C)C